5-(((((S)-1-(benzyloxy)-4-methyl-1-oxopentan-2-yl)amino)(phenoxy)phosphoryl)methyl)benzo[b]thiophene-2-carboxylic acid C(C1=CC=CC=C1)OC([C@H](CC(C)C)NP(=O)(OC1=CC=CC=C1)CC1=CC2=C(SC(=C2)C(=O)O)C=C1)=O